4-(4-(3-(trifluoromethyl)phenoxy)-1H-pyrrolo[2,3-b]pyridin-3-yl)pyrimidin-2-ol FC(C=1C=C(OC2=C3C(=NC=C2)NC=C3C3=NC(=NC=C3)O)C=CC1)(F)F